COC(=O)C=1C(N(C=C(C1)C)C1=CC=CC=C1)=O 5-methyl-2-oxo-1-phenyl-1,2-dihydropyridine-3-carboxylic acid methyl ester